C(CCCCCCC)OCOCCCC(CC(CCCCCCCCCCCC)C)C 4,6-dimethyloctadecyl octyloxymethyl ether